NC1=C(C=C(C=C1)N1C(C(N(CC1)C(=O)OC(C)(C)C)(C)C)=O)O tert-Butyl 4-(4-amino-3-hydroxy-phenyl)-2,2-dimethyl-3-oxo-piperazine-1-carboxylate